C(C)(=O)OCCC=1C=CC=C2C(=CN(C12)C(=O)OC(C)(C)C)C=O tert-Butyl 7-(2-acetoxyethyl)-3-formyl-1H-indole-1-carboxylate